N-(8,9-difluoro-6-oxo-1,4,5,6-tetrahydro-2H-pyrano[3,4-c]isoquinolin-1-yl)-5-fluoro-N-methyl-6-(trifluoromethyl)nicotinamide FC=1C(=CC=2C3=C(NC(C2C1)=O)COCC3N(C(C3=CN=C(C(=C3)F)C(F)(F)F)=O)C)F